tert-butyl 6-[6-(trifluoromethyl)pyridine-3-carbonyl]-2-azaspiro[3.3]heptane-2-carboxylate FC(C1=CC=C(C=N1)C(=O)C1CC2(CN(C2)C(=O)OC(C)(C)C)C1)(F)F